N-(2-chloro-3-((3,5-dimethyl-4-oxo-3,4-dihydroquinazolin-6-yl)amino)-4-fluorophenyl)-3-methylazetidine-1-sulfonamide ClC1=C(C=CC(=C1NC=1C(=C2C(N(C=NC2=CC1)C)=O)C)F)NS(=O)(=O)N1CC(C1)C